P(=O)(O)(O)O[C@@H]1C(CO)(O[C@@H]([C@H]1O)CO)NCCCC[C@H](N)C(=O)O N6-(3-O-phospho-D-fructosyl)-L-lysine